N-[3-fluoro-4-[4-[[5-(4-hydroxy-1-piperidyl)-2-pyridyl]amino]-5-oxo-6H-1,6-naphthyridin-2-yl]phenyl]-N,1-dimethyl-cyclopropane-carboxamide FC=1C=C(C=CC1C1=NC=2C=CNC(C2C(=C1)NC1=NC=C(C=C1)N1CCC(CC1)O)=O)N(C(=O)C1(CC1)C)C